6-chloro-N-(3-chloro-4-fluorophenyl)-7-nitroisoquinolin-1-amine ClC=1C=C2C=CN=C(C2=CC1[N+](=O)[O-])NC1=CC(=C(C=C1)F)Cl